FC1=C(CNC(OC(C)(C)C)=O)C(=CC(=C1)C=1N=C2SC3=C(N2C1)C=CC(=C3)C(NCCCN3CCCCC3)=O)F tert-butyl (2,6-difluoro-4-(7-((3-(piperidin-1-yl)propyl)carbamoyl)benzo[d]imidazo[2,1-b]thiazol-2-yl)benzyl)carbamate